N-propyl-N-(2-(pyridin-2-ylamino)phenyl)formamide C(CC)N(C=O)C1=C(C=CC=C1)NC1=NC=CC=C1